BrC=1C=C(C=C2CCCN(C12)[C@@H]1CN(CC1)C(=O)OC(C)(C)C)Cl (s)-tert-butyl 3-(8-bromo-6-chloro-3,4-dihydroquinolin-1(2H)-yl)pyrrolidine-1-carboxylate